C(C)OC(CC(C(=O)OC)(C1=CC=CC=C1)C1=C(C=CC=C1)F)OCC Methyl 4,4-diethoxy-2-(2-fluorophenyl)-2-phenylbutanoate